methyl 3-((2-((S)-(4,4-difluorocyclohexyl)(1-ethyl-1H-pyrazole-5-carboxamido)methyl)-7-(dimethylamino)imidazo[1,2-b]pyridazin-6-yl)methyl)-5,5-difluoro-2-oxopiperidine-3-carboxylate FC1(CCC(CC1)[C@@H](C=1N=C2N(N=C(C(=C2)N(C)C)CC2(C(NCC(C2)(F)F)=O)C(=O)OC)C1)NC(=O)C1=CC=NN1CC)F